COC1=CC=C(C=C1)C(CN(CC(=O)O)C(C#C)=O)C1=CC=CC=C1 2-[[2-(4-methoxyphenyl)-2-phenyl-ethyl]-prop-2-ynoyl-amino]acetic acid